ethyl 2-((3-(2-(3-(2-ethoxy-2-oxoethyl)phenyl)-2-methyl-3-(2-methylhydrazineyl)-3-oxopropoxy)-2,2-dimethylpropyl)-sulfonyl)acetate C(C)OC(CC=1C=C(C=CC1)C(COCC(CS(=O)(=O)CC(=O)OCC)(C)C)(C(=O)NNC)C)=O